C(C1=CC=CC=C1)(=O)OC1CC(C1)C=1N=NC(=CC1OC)Cl [3-(6-chloro-4-methoxy-pyridazin-3-yl)cyclobutyl] benzoate